(racemic)-trans-3-amino-1-(N-(azetidin-3-yl)-N-ethylsulfamoyl)-4-(3-boronopropyl)pyrrolidine-3-carboxylic acid, 2,2,2-trifluoroacetic acid salt FC(C(=O)O)(F)F.N[C@@]1(CN(C[C@H]1CCCB(O)O)S(N(CC)C1CNC1)(=O)=O)C(=O)O |r|